(4aS,9bS)-6-fluoro-7-(trifluoromethoxy)-1,2,3,4,4a,9b-hexahydrobenzofuro[3,2-b]pyridine hydrochloride Cl.FC1=C(C=CC2=C1O[C@@H]1[C@H]2NCCC1)OC(F)(F)F